ClC1=CC=C(C=C1)C1N(C(CC2=CC(=C(C=C12)OC(C)C)OC)=O)C1=CC=C(C=C1)N(C[C@@H]1CC[C@H](CC1)N1CC(N(CC1)C)=O)C 1-(4-chloro-phenyl)-7-isopropoxy-6-methoxy-2-(4-{methyl-[4-(4-methyl-3-oxo-piperazin-1-yl)-trans-cyclohexylmethyl]-amino}-phenyl)-1,4-dihydro-2H-isoquinolin-3-one